(2R)-4-(p-toluenesulfonyl)morpholine-2-carboxylic acid methyl ester COC(=O)[C@H]1CN(CCO1)S(=O)(=O)C1=CC=C(C)C=C1